N-hydroxy-3,4,5,6-tetrakis(carbazol-9-yl)phthalimide ON1C(C=2C(C1=O)=C(C(=C(C2N2C1=CC=CC=C1C=1C=CC=CC21)N2C1=CC=CC=C1C=1C=CC=CC21)N2C1=CC=CC=C1C=1C=CC=CC21)N2C1=CC=CC=C1C=1C=CC=CC21)=O